CC1=C(O[Ti])C(=CC=C1)C 2,6-dimethylphenoxytitanium